5-[5-(chloromethyl)-1,2,4-triazol-1-yl]-2-methylpyridine ClCC1=NC=NN1C=1C=CC(=NC1)C